C1=C(C=CC2=CC=CC=C12)CN1C(CNCC1)=O 1-(naphthalen-2-ylmethyl)piperazin-2-one